N-(5-(2-(2-oxa-5-azaspiro[3.4]octan-5-yl)acetamido)-2-methylpyridin-3-yl)-2-(1-methyl-1H-pyrazol-4-yl)pyrazolo[5,1-b]thiazole-7-carboxamide C1OCC12N(CCC2)CC(=O)NC=2C=C(C(=NC2)C)NC(=O)C=2C=NN1C2SC(=C1)C=1C=NN(C1)C